5-bromo-N,N-bis(4'-bromophenyl)-2-pyridylamine BrC=1C=CC(=NC1)N(C1=CC=C(C=C1)Br)C1=CC=C(C=C1)Br